ClC1=C(C=C(C(=C1)F)[N+](=O)[O-])C(Cl)(Cl)Cl 2-chloro-4-fluoro-5-nitrotrichloromethylbenzene